COC=1C=C(C=CC1OC)C=1NC2=CC=C(C=C2C1C(C)C)N1CCC(CC1)N1CCN(CC1)CC 2-(3,4-dimethoxyphenyl)-5-(4-(4-ethylpiperazin-1-yl)piperidin-1-yl)-3-isopropyl-1H-indole